4'-fluoro-5,5-dimethyl-3,4,5,6-tetrahydro-[1,1'-Biphenyl]-2-carboxaldehyde FC1=CC=C(C=C1)C1=C(CCC(C1)(C)C)C=O